C(C)N1N=C(C=C1C(=O)NC(C(=O)O)C=CC(C)(C)C)CC(C)C 2-(1-ethyl-3-isobutyl-5-pyrazolylcarbonylamino)-5,5-dimethyl-3-hexenoic acid